1-(4-methoxybenzyl)-4-oxa-1-azaspiro[5.5]undecan-9-one COC1=CC=C(CN2CCOCC23CCC(CC3)=O)C=C1